6-Methoxy-Luteolin COC1=C(C=2C(C=C(OC2C=C1O)C1=CC(O)=C(O)C=C1)=O)O